5-methoxy-3H-imidazo[4,5-b]pyridine-2-thiol COC1=CC=C2C(=N1)NC(=N2)S